OC=1C=CC(=C(C1)C=1C=NC=C(C(=O)NN)C1)OC 5-(5-hydroxy-2-methoxyphenyl)nicotinohydrazide